Cl.CC=1C=C(C(=N)N)C=C(C1)C 3,5-dimethylbenzamidine HCl